2-{(5S)-3-[2-(1-{[3,5-bis(difluoromethyl)-1H-pyrazol-1-yl] acetyl} piperidin-4-yl)-1,3-thiazol-4-yl]-4,5-dihydro-1,2-oxazol-5-yl}-3-chlorophenyl methanesulfonate CS(=O)(=O)OC1=C(C(=CC=C1)Cl)[C@@H]1CC(=NO1)C=1N=C(SC1)C1CCN(CC1)C(CN1N=C(C=C1C(F)F)C(F)F)=O